(S)-5-((((2'-chloro-3-fluoro-5-methoxy-2''-methyl-3''-(pyrido[3,4-b]pyrazin-5-ylamino)-[1,1':3',1''-terphenyl]-4-yl)methyl)amino)methyl)pyrrolidin-2-one ClC1=C(C=CC=C1C1=C(C(=CC=C1)NC1=NC=CC=2C1=NC=CN2)C)C2=CC(=C(C(=C2)OC)CNC[C@@H]2CCC(N2)=O)F